BrC=1C=2N(C=C(C1)OCC1(CN(CC1)C(=O)OC(C)(C)C)F)N=CC2C#N tert-butyl 3-(((4-bromo-3-cyanopyrazolo[1,5-a]pyridin-6-yl)oxy)methyl)-3-fluoropyrrolidine-1-carboxylate